ClC1=CC=CC(=N1)C(=O)N1C(C(C(C1)(F)F)O)(C)C (6-chloropyridin-2-yl)(2,2-dimethyl-4,4-difluoro-3-hydroxypyrrolidin-1-yl)methanone